N-(2-((4S,5R)-1-ethyl-7-oxa-1-azaspiro[4.4]nonan-4-yl)thieno[2,3-b]pyridin-4-yl)-4,6-difluorobenzo[d]thiazol-5-amine C(C)N1CC[C@@H]([C@]12COCC2)C2=CC=1C(=NC=CC1NC=1C(=CC3=C(N=CS3)C1F)F)S2